FC=1C=C(C=CC1F)C(CN(C=O)C12CC(C1)(C2)NC(COC2(CCC2)OC(F)(F)F)=O)=O N-(3-(N-(2-(3,4-difluorophenyl)-2-oxoethyl)formamido)bicyclo[1.1.1]pentan-1-yl)-2-(3-cis-(trifluoromethoxy)cyclobutoxy)acetamide